NCC1=NNC(C2=CC=C(C=C12)C=1C=NN(C1C1=[N+](C=CC=C1)[O-])C)=O 2-(4-(4-(aminomethyl)-1-oxo-1,2-dihydrophthalazin-6-yl)-1-methyl-1H-pyrazol-5-yl)pyridine 1-oxide